ClC1=CC(=C(C=C1)[C@@H]1N(OCC1)C1=CC(=NC=N1)NC=1C(=CC(=C(C1)NC(C=C)=O)N(C)CCN(C)C)OC)F N-(5-((6-((R)-3-(4-chloro-2-fluorophenyl)-isoxazolidine-2-yl)pyrimidine-4-yl)amino)-2-((2-(dimethylamino)-ethyl)(methyl)amino)-4-methoxyphenyl)acrylamide